Cl.Cl.Cl.O1CCC(CC1)N tetrahydro-2H-pyran-4-amine tri-hydrochloride